(2-((3-chlorobenzyl)oxy)-4-((1-(2,3-dihydrobenzo[b][1,4]dioxin-6-yl)-2-oxo-1,2-dihydropyridin-3-yl)methoxy)-5-methylbenzyl)-D-serine ClC=1C=C(COC2=C(CN[C@H](CO)C(=O)O)C=C(C(=C2)OCC=2C(N(C=CC2)C2=CC3=C(OCCO3)C=C2)=O)C)C=CC1